ClC=1C=C(COC=2C=C(C=CC2NS(=O)(=O)CC(F)(F)F)C2=NNC(=C2C(=O)N)NC2=NC=C(N=C2)C)C=CC1F 3-(3-((3-chloro-4-fluorobenzyl)oxy)-4-((2,2,2-trifluoroethyl)sulfonamido)phenyl)-5-((5-methylpyrazin-2-yl)amino)-1H-pyrazole-4-carboxamide